NC(C(=O)NCCN1CCOCC1)CC(C)C 2-amino-4-methyl-N-(2-morpholinoethyl)pentanamide